(bisacryloyl)cystamine C(C=C)(=O)N(CCSSCCN)C(C=C)=O